ethyl 4-(2-(trifluoromethyl)benzoyl)-1-((2-(trimethylsilyl)ethoxy)methyl)-1H-pyrrole-2-carboxylate FC(C1=C(C(=O)C=2C=C(N(C2)COCC[Si](C)(C)C)C(=O)OCC)C=CC=C1)(F)F